(2S)-2-[4-bromo-2-(4-ethoxy-4,5-dihydroisoxazol-3-yl)phenoxy]-3-cyclobutyl-propionic acid ethyl ester C(C)OC([C@H](CC1CCC1)OC1=C(C=C(C=C1)Br)C1=NOCC1OCC)=O